2,3-dimethoxypropionic acid COC(C(=O)O)COC